CN1CCN(CC1)CCOC1=CC=C(CCNC(OC(C)(C)C)=O)C=C1 tert-Butyl 4-(2-(4-methylpiperazin-1-yl)ethoxy)phenethylcarbamate